C1(=CC=CC=C1)C1CC=NN1C(=O)C1CCN(CC1)C(CCC)=O 1-(4-(5-phenyl-4,5-dihydro-1H-pyrazole-1-carbonyl)piperidin-1-yl)butan-1-one